methyl 3-oxabicyclo[3.1.0]hexane-1-carboxylate C12(COCC2C1)C(=O)OC